(S)-1-(4-methyl-1H-pyrazol-1-yl)propan-2-ol CC=1C=NN(C1)C[C@H](C)O